[N+](=O)([O-])C=1C=C2C=3C=C(C=CC3N(C2=CC1)CC(CCCC)CC)C(CCC1CCCCC1)=O 6-nitro-3-(3-cyclohexylpropionyl)-9-(2-ethylhexyl)carbazole